α-methylenenaphthalene C=C1CC=CC2=CC=CC=C12